N[C@H]1CN(C[C@@H](C1)F)C(=O)C1=CC2=C(N(C(=N2)C=2N(C3=CC=CC=C3C2)CC2CC2)CC=2C=NC=CC2)C(=C1)OC ((3R,5R)-3-amino-5-fluoropiperidin-1-yl)(2-(1-(cyclopropylmethyl)-1H-indol-2-yl)-7-methoxy-1-(pyridin-3-ylmethyl)-1H-benzo[d]imidazol-5-yl)methanone